COC(=O)[C@@H]1N([C@@H](CC1)CCF)C(=O)OC(C)(C)C (2R,5S)-5-(2-fluoroethyl)pyrrolidine-1,2-dicarboxylic acid 1-(tert-butyl) 2-methyl ester